4-Benzyl-8-fluoro-2,3-dihydropyrido[3,2-f][1,4]oxazepin-5-one C(C1=CC=CC=C1)N1CCOC2=C(C1=O)C=CC(=N2)F